BrC=1C(=[N+](C=CC1)Br)Br.[Br-].[Na] sodium bromide, tribromopyridinium salt